CN(CCCOC1=CC=C(CN2C3CN(CC2C3)C3=CC=C(C=N3)C=3C=2N(C=C(C3)OCC(C)(C)O)N=CC2C#N)C=C1)C 4-(6-(6-(4-(3-(dimethylamino)propoxy)benzyl)-3,6-diazabicyclo[3.1.1]heptan-3-yl)pyridin-3-yl)-6-(2-hydroxy-2-methylpropoxy)pyrazolo[1,5-a]pyridine-3-carbonitrile